(E)-2-(Phenylmethylamino)-2-ethylhexanoic acid ethyl ester C(C)OC(C(CCCC)(CC)NCC1=CC=CC=C1)=O